picolinamidine N1=C(C=CC=C1)C(=N)N